methyl 1-(6-(2-methoxyphenyl)pyridazin-4-yl)-4-(3-methylisoxazol-5-yl)piperidine-4-carboxylate COC1=C(C=CC=C1)C1=CC(=CN=N1)N1CCC(CC1)(C(=O)OC)C1=CC(=NO1)C